tert-Butyl (2S)-4-((6-chloropyrazin-2-yl)oxy)-2-ethylpiperidine-1-carboxylate ClC1=CN=CC(=N1)OC1C[C@@H](N(CC1)C(=O)OC(C)(C)C)CC